C1(CC1)N1N=CN=N1 2-cyclopropyl-2H-1,2,3,4-tetrazol